tert-butyl(((4S,5S)-2,2-dimethyl-5-vinyl-1,3-dioxolan-4-yl)methoxy)dimethylsilane C(C)(C)(C)[Si](C)(C)OC[C@@H]1OC(O[C@H]1C=C)(C)C